ClC1=C(OC=2N=NC(=CC2C(=O)NC2=CC(=CC=C2)S(=O)(=O)C)C(F)(F)F)C=CC(=C1)F 3-(2-chloro-4-fluorophenoxy)-N-(3-methylsulfonylphenyl)-6-(trifluoromethyl)pyridazine-4-carboxamide